((2-nitrophenyl)amino)ethan-1-ol [N+](=O)([O-])C1=C(C=CC=C1)NC(C)O